tert-Butyl 2-((2S,6R)-4-(2-(4-(3-(4-cyano-3-(trifluoromethyl)phenyl)-5,5-dimethyl-4-oxo-2-thioxoimidazolidin-1-yl)-2-isopropyl-5-methylphenoxy)ethyl)-2,6-dimethylpiperazin-1-yl)acetate C(#N)C1=C(C=C(C=C1)N1C(N(C(C1=O)(C)C)C1=CC(=C(OCCN2C[C@@H](N([C@@H](C2)C)CC(=O)OC(C)(C)C)C)C=C1C)C(C)C)=S)C(F)(F)F